cis-cyclohexane-1,3-dicarboxaldehyde [C@H]1(C[C@@H](CCC1)C=O)C=O